3-(hydroxymethyl)nonan OCC(CC)CCCCCC